diethyl 2-[6-[[(1R)-1-[3-(difluoromethyl)-2-fluoro-phenyl] ethyl] amino]-5-(1,3-dioxolan-2-yl)-2-methyl-pyrimidin-4-yl]propanedioate FC(C=1C(=C(C=CC1)[C@@H](C)NC1=C(C(=NC(=N1)C)C(C(=O)OCC)C(=O)OCC)C1OCCO1)F)F